FC(C1=CC=C(C=C1)C1=NN(C2=CC=CC=C12)C1CN(CCC1)C(C=C)=O)(F)F 1-(3-(3-(4-(trifluoromethyl)phenyl)-1H-indazol-1-yl)piperidin-1-yl)propan-2-en-1-one